NC1=NC(=C(C=2N1N=C(N2)CN2N=NN=C2C2=NC=CC=C2)C2=CC=NC=C2)C2=C(C#N)C=CC=C2 (5-amino-2-((5-(pyridin-2-yl)-1H-tetrazol-1-yl)methyl)-8-(pyridin-4-yl)-[1,2,4]triazolo[1,5-c]pyrimidin-7-yl)benzonitrile